N(=C=O)CO[Si](OC)(OC)C(C)(C)C isocyanato-t-butyltrimethoxysilane